5-(o-tolylamino)pyridin C1(=C(C=CC=C1)NC=1C=CC=NC1)C